tert-butyl (R)-4-(7-bromo-6-chloro-8-cyclopropoxy-2-(((S)-1-methylpyrrolidin-2-yl)methoxy)quinazolin-4-yl)-3-methylpiperazin-1-carboxylate BrC1=C(C=C2C(=NC(=NC2=C1OC1CC1)OC[C@H]1N(CCC1)C)N1[C@@H](CN(CC1)C(=O)OC(C)(C)C)C)Cl